C1(CCCCC1)C(CN)(CC)N 2-cyclohexyl-1,2-butanediamine